N-(2-aminoethyl)acetamide ethyl-1-(1-((4-methoxybenzyl)amino)-1-oxopropan-2-yl)-4-nitro-1H-imidazole-2-carboxylate C(C)OC(=O)C=1N(C=C(N1)[N+](=O)[O-])C(C(=O)NCC1=CC=C(C=C1)OC)C.NCCNC(C)=O